ClC=1C=C(C=2C(=COC(N2)C=2N(N=C(C2)CC)C2=NC=CC=C2Cl)C1)C 6-chloro-2-[2-(3-chloro-2-pyridyl)-5-ethyl-pyrazol-3-yl]-8-methyl-3,1-benzoxazin